CN1N=CC2=NC=C(C=C21)CNC(OC(C)(C)C)=O tert-butyl ((1-methyl-1H-pyrazolo[4,3-b]pyridin-6-yl)methyl)carbamate